NCCNCCC[Si](OC)(OC)C N-{2-Aminoethyl}-3-aminopropyl-methyl-dimethoxysilan